BrC=1C(=C(C=CC1)NC(=O)C=1N=CC=2CN(CCC2C1)CC(C)(C)O)Cl N-(3-bromo-2-chlorophenyl)-7-(2-hydroxy-2-methylpropyl)-5,6,7,8-tetrahydro-2,7-naphthyridine-3-carboxamide